8-Methoxy-6,6-dimethyl-5,6-dihydro-benzo[b]carbazol-11-one COC=1C=CC2=C(C(C=3NC4=CC=CC=C4C3C2=O)(C)C)C1